dihydroxy-4,4'-dibutoxybenzophenone OC=1C(=C(C(=O)C2=CC=C(C=C2)OCCCC)C=CC1OCCCC)O